ClC=1N=C(C2=C(N1)CC[S@]2=O)NC2CCC(CC2)O (R)-2-chloro-4-(((1r,4R)-4-hydroxycyclohexyl)amino)-6,7-dihydrothieno[3,2-d]pyrimidine 5-oxide